(3R)-3-(tert-butoxycarbonylamino)-5-[(4-chlorophenyl)methyl]-4-oxo-2,3-dihydro-1,5-benzothiazepine C(C)(C)(C)OC(=O)N[C@H]1CSC2=C(N(C1=O)CC1=CC=C(C=C1)Cl)C=CC=C2